3-[(4-methoxyphenyl)methoxy]-2-methylbutan-1-ol COC1=CC=C(C=C1)COC(C(CO)C)C